C(C)(C)C=1C(=CC(N2[C@@H](CSC12)C(=O)O)=O)CCC=1C=C(C=CC1)C (3R)-7-isopropyl-4-oxo-6-[2-(m-tolyl)ethyl]-1-thia-3a-aza-3-indancarboxylic acid